methyl (1r,3s)-3-[(3R)-3-(1-{4-[(1R)-1-(2,4-dichlorophenyl)ethoxy]-5,6-dimethylpyridin-2-yl} azetidin-3-yl)piperidin-1-yl]-1-methylcyclobutane-1-carboxylate ClC1=C(C=CC(=C1)Cl)[C@@H](C)OC1=CC(=NC(=C1C)C)N1CC(C1)[C@@H]1CN(CCC1)C1CC(C1)(C(=O)OC)C